C1(=CC=CC=C1)CCCCNC(=O)N N-(phenylbutyl)urea